[9,10-bis(biphenyl-2-yl)-2-anthryl]-N,9-diphenyl-9H-carbazol-3-amine C1(=C(C=CC=C1)C=1C2=CC=CC=C2C(=C2C=CC(=CC12)C1=CC(=CC=2C3=CC=CC=C3N(C12)C1=CC=CC=C1)NC1=CC=CC=C1)C1=C(C=CC=C1)C1=CC=CC=C1)C1=CC=CC=C1